C(=O)C=1C=NN(C1)C1=CC=C(C(=N1)OC)C#N 6-(4-formyl-1H-pyrazol-1-yl)-2-methoxypyridine-3-carbonitrile